C(CC)(=S)OC(C)CCCCCCCCCC beta-dodecyl thiopropionate